C(CCN)C[C@@H](C(=O)N[C@H](CC(=O)O)C(=O)O)N The molecule is a dipeptide obtained by formal condensation of the carboxy group of L-lysine with the amino group of D-aspartic acid. It is a constituent of bacterial peptidoglycan type A4alpha. It derives from a D-aspartic acid and a L-lysine.